4-(phenylmethoxy)-phenol C1(=CC=CC=C1)COC1=CC=C(C=C1)O